BrC1=CC=C(C=C1)N(S(=O)(=O)C)CCO[Si](C)(C)C(C)(C)C N-(4-bromophenyl)-N-(2-((tert-butyldimethylsilyl)oxy)ethyl)methanesulfonamide